C[C@@H]1OCCN(C1)C=O ((S)-2-methylmorpholino)methanone